C12CN(CC2C1)CC(=O)NC=1N=CC2=CC=C(C=C2C1)C1=CN=C(N1C)C 2-(3-azabicyclo[3.1.0]hex-3-yl)-N-(6-(1,2-dimethyl-1H-imidazol-5-yl)isoquinolin-3-yl)acetamide